(2-[(tert-butyldiphenylsilyl)oxy]ethylamino)-4-chlorobenzenesulfonamido-3-(6-fluoro-2,3-dimethylphenyl)butanoate [Si](C1=CC=CC=C1)(C1=CC=CC=C1)(C(C)(C)C)OCCNC(C(=O)[O-])(C(C)C1=C(C(=CC=C1F)C)C)NS(=O)(=O)C1=CC=C(C=C1)Cl